bromo-[(E)-prop-1-enyl]magnesium Br[Mg]\C=C\C